CC=1C=C(C=C2C(NC(=NC12)C=1C=C2C(=CN1)SC=C2)=O)O[C@H]2CN(CC2)C(CC)=O R-8-methyl-6-(1-propionyl-pyrrolidin-3-yloxy)-2-thieno[2,3-c]pyridin-5-yl-3H-quinazolin-4-one